N-(3-Chloro-4-fluorophenyl)-4-(5-(3-(2,3-dihydroxy-2-methylpropoxy)-1-methyl-1H-pyrazol-5-yl)-5-hydroxyoctahydropentalen-2-yl)-1-methyl-1H-imidazole-5-carboxamide ClC=1C=C(C=CC1F)NC(=O)C1=C(N=CN1C)C1CC2CC(CC2C1)(O)C1=CC(=NN1C)OCC(CO)(C)O